C(C)(C)(C)OC(=O)NCCN(C(C(=O)OCC)=O)CC=1N=NC(=CC1)C1=CC=CC=C1 ethyl 2-((2-((tert-butoxycarbonyl)amino)ethyl)((6-phenylpyridazin-3-yl)methyl)amino)-2-oxoacetate